NC1=CC(=C(C=C1)C=1CCN(CC1)C(=O)OC(C)(C)C)C(F)F tert-butyl 4-[4-amino-2-(difluoromethyl)phenyl]-3,6-dihydro-2H-pyridine-1-carboxylate